N-(imidazo[1,2-a]pyridin-6-yl)benzamide N=1C=CN2C1C=CC(=C2)NC(C2=CC=CC=C2)=O